C1(CC1)N1C(=NC(=C1)C(F)(F)F)C1=C(C=C(C=C1)CO)OC {4-[1-cyclopropyl-4-(trifluoromethyl)imidazol-2-yl]-3-methoxyphenyl}methanol